CCC(C)CC(C)C(=O)OC1(C(=O)C=C2C=C(OC=C2C1=O)C(=O)O)C The molecule is an azaphilone that is the ester obtained by formal condensation of the carboxy group of 2,4-dimethylhexanoic acid with the tertiary hydroxy group of 7-hydroxy-7-methyl-6,8-dioxo-7,8-dihydro-6H-2-benzopyran-3-carboxylic acid. It has a role as an Aspergillus metabolite. It is an azaphilone, a 2-benzopyran, a carboxylic ester, a beta-diketone, a cyclic ketone, a dioxo monocarboxylic acid and a polyketide.